C[C@@](CC1=CC=C(C=C1)O)(C(=O)O)N D-α-methyltyrosine